isooctyl 4-pyridinecarboxylate N1=CC=C(C=C1)C(=O)OCCCCCC(C)C